(25R)-Spirost-4-ene-3,12-dione C[C@H]1[C@H]2[C@H](C[C@H]3[C@@H]4CCC5=CC(CC[C@]5(C)[C@H]4CC([C@]23C)=O)=O)O[C@]12CC[C@@H](C)CO2